C(C)(C)(C)OC(N(C[C@@H]1CCOC2=C1C=CC=C2C2=C(C=NC=C2)C)C)=O.C(S(=O)(=O)[O-])S(=O)(=O)[O-].[Ba+2] barium methylenedisulfonate tert-butyl-N-methyl-N-{[(4R)-8-(3-methylpyridin-4-yl)-3,4-dihydro-2H-1-benzopyran-4-yl]methyl}carbamate